5-chloro-3-(1-tosyl-1H-pyrrolo[2,3-b]pyridin-4-yl)thieno[3,2-b]pyridine ClC1=CC=C2C(=N1)C(=CS2)C2=C1C(=NC=C2)N(C=C1)S(=O)(=O)C1=CC=C(C)C=C1